COC(C1=CC=C(C=C1)CC(NC=1SC2=C(N1)C=C(C(=C2)OC)OC)=O)=O 4-[(5,6-Dimethoxy-benzothiazol-2-ylcarbamoyl)-methyl]-benzoic acid methyl ester